dimethyl-phenyl-octadecyl-ammonium chloride [Cl-].C[N+](CCCCCCCCCCCCCCCCCC)(C1=CC=CC=C1)C